C(C)(C)(C)OC(=O)N[C@@H]1CN(C[C@@H](C1=O)C)C(=O)OCC1=CC=CC=C1 Benzyl (3R,5S)-3-[(tert-butoxycarbonyl)amino]-5-methyl-4-oxopiperidine-1-carboxylate